NC1=C(C#N)C=CC=C1NC1=CC(=C(C=C1)C)C 2-amino-3-((3,4-dimethylphenyl)amino)benzonitrile